(E)-3-(3,5,6-trimethylpyrazin-2-yl)acrylic acid CC=1C(=NC(=C(N1)C)C)/C=C/C(=O)O